2,3-diethyl-5,6-dimethyl-4-isopropoxyphenol C(C)C1=C(C(=C(C(=C1CC)OC(C)C)C)C)O